N-margaroyl-glutamine C(CCCCCCCCCCCCCCCC)(=O)N[C@@H](CCC(N)=O)C(=O)O